(2-{5-[1-({[4-methyl-2-(morpholin-4-yl)phenyl](phenyl)methyl}carbamoyl)cyclopropyl]-1H-indol-3-yl}ethoxy)phosphonic acid CC1=CC(=C(C=C1)C(C1=CC=CC=C1)NC(=O)C1(CC1)C=1C=C2C(=CNC2=CC1)CCOP(O)(O)=O)N1CCOCC1